(3R)-3-AMINO-3-(5-FORMYL(2-PYRIDYL))PROPANENITRILE N[C@H](CC#N)C1=NC=C(C=C1)C=O